5-amino-N3-(2-fluoro-5-(2-(4-phenoxyphenyl)acetamido)pyridin-3-yl)-1-isopropyl-1H-pyrazole-3,4-dicarboxamide NC1=C(C(=NN1C(C)C)C(=O)NC=1C(=NC=C(C1)NC(CC1=CC=C(C=C1)OC1=CC=CC=C1)=O)F)C(=O)N